α-maltotriose C([C@@H]1[C@H]([C@@H]([C@H]([C@H](O1)O[C@@H]2[C@H](O[C@@H]([C@@H]([C@H]2O)O)O[C@@H]3[C@H](O[C@@H]([C@@H]([C@H]3O)O)O)CO)CO)O)O)O)O